Citronellylformate C(CC(C)CCC=C(C)C)C(=O)[O-]